1-(1-(2-fluoroacryloyl)azetidin-3-yl)-7-(4-methylpiperazine-1-carbonyl)-3-(6-(trifluoromethyl)pyridin-3-yl)-1,3-dihydro-2H-imidazo[4,5-b]pyridin-2-one FC(C(=O)N1CC(C1)N1C(N(C2=NC=CC(=C21)C(=O)N2CCN(CC2)C)C=2C=NC(=CC2)C(F)(F)F)=O)=C